ClC=1C(=C2C=NNC2=C(C1F)\C=C\CCO)C=1N=CC=2N(C1)C=C(N2)NC(=O)[C@H]2[C@H](C2)F (1S,2S)-N-(6-(5-chloro-6-fluoro-7-((E)-4-hydroxybut-1-en-1-yl)-1H-indazol-4-yl)imidazo[1,2-a]pyrazin-2-yl)-2-fluorocyclopropane-1-carboxamide